8-Oxa-2-aza-spiro[4.5]decane-2-carboxylic acid [7-(2-fluoro-phenyl)-4-methoxy-thiazolo[4,5-c]pyridin-2-yl]-amide FC1=C(C=CC=C1)C=1C2=C(C(=NC1)OC)N=C(S2)NC(=O)N2CC1(CC2)CCOCC1